Methyl propioloyl-L-leucinate C(C#C)(=O)N[C@@H](CC(C)C)C(=O)OC